C(C=C)(=O)N1C[C@@H](N(CC1)C1=NC(=NC2=C1N=C(N(C2=O)C2=C(C=CC=C2)F)C(F)(F)F)OC[C@H]2N(CCC2)C)C 8-((S)-4-acryloyl-2-methylpiperazin-1-yl)-3-(2-fluorophenyl)-6-(((S)-1-methylpyrrolidin-2-yl)methoxy)-2-(trifluoromethyl)pyrimido[5,4-d]Pyrimidin-4(3H)-one